N-hydroxy-7-(spiro[3.4]octan-2-yl)-5,6,7,8-tetrahydro-1,7-naphthyridine-3-carboxamide ONC(=O)C=1C=NC=2CN(CCC2C1)C1CC2(C1)CCCC2